CN(C1=CC=C(CCNC(C2=C(C=C(C=C2)F)C(=O)N2CCC(CC2)OC2=NC=C(C=C2)C2=CC=C(C=C2)N(C)C)=O)C=C1)C N-(4-(dimethylamino)phenethyl)-2-(4-((5-(4-(dimethylamino)phenyl)pyridin-2-yl)oxy)piperidine-1-carbonyl)-4-fluorobenzamide